3-amino-1,2-benzisothiazole NC1=NSC2=C1C=CC=C2